NC=1C=NN(C1)C(C(=O)OC)C Methyl 2-(4-amino-1H-pyrazol-1-yl)propanoate